C(C1=CC=CC=C1)N1CC=2C(=C(N=C(C2CC1)N1CCN(CC1)C(=O)OC(C)(C)C)C1=CC(=NC=C1)F)C#N tert-butyl 4-(6-benzyl-4-cyano-3-(2-fluoropyridin-4-yl)-5,6,7,8-tetrahydro-2,6-naphthyridin-1-yl)piperazine-1-carboxylate